[(phenyl)(biphenylyl)triazinyl]dibenzofuran C1(=CC=CC=C1)C1=C(C(=NN=N1)C1=CC=CC=2OC3=C(C21)C=CC=C3)C3=C(C=CC=C3)C3=CC=CC=C3